ClC=1SC2=C(N1)C=CC(=C2CC(=C)C)O 2-chloro-7-(2-methylallyl)benzo[d]thiazol-6-ol